C(CCC)[Sn](C1=CN(C2=CN=CC=C21)C(=O)OC(C)(C)C)(CCCC)CCCC tert-butyl 3-(tributylstannyl)-1H-pyrrolo[2,3-c]pyridine-1-carboxylate